COCCNC(=O)C1CN(CC1)C(=O)OC(C)(C)C tert-butyl 3-((2-methoxyethyl)carbamoyl)pyrrolidine-1-carboxylate